FC(C(C(F)(F)F)(C(F)(F)F)OCC(COC1CC(NC(C1)(C)C)(C)C)(C)COC(C(F)(F)F)(C(F)(F)F)C(F)(F)F)(F)F 4-(3-((1,1,1,3,3,3-hexafluoro-2-(trifluoromethyl)propan-2-yl)oxy)-2-(((1,1,1,3,3,3-hexafluoro-2-(trifluoromethyl)propan-2-yl)oxy)methyl)-2-methylpropoxy)-2,2,6,6-tetramethylpiperidine